deoxythymidine-3'-yl 3,4,5-trioctadecylbenzyl succinate C(CCC(=O)OCC1=CC(=C(C(=C1)CCCCCCCCCCCCCCCCCC)CCCCCCCCCCCCCCCCCC)CCCCCCCCCCCCCCCCCC)(=O)O[C@@]1(C[C@@H](O[C@@H]1CO)N1C(=O)NC(=O)C(C)=C1)O